3-((7r,3r)-1-(3,5-dibromophenyl)-3-methylcyclobutyl)-4-methyl-4H-1,2,4-triazole BrC=1C=C(C=C(C1)Br)C1(CC(C1)C)C1=NN=CN1C